CC1=C(C=CC=C1OCCCN1CC(CC1)O)C1=C(C(=CC=C1)OCCCNCCCN1CCOCC1)C 1-(3-((2,2'-dimethyl-3'-(3-((3-morpholinopropyl)amino)propoxy)-[1,1'-biphenyl]-3-yl)oxy)propyl)pyrrolidin-3-ol